CC1=CC=C(NC2=CC=CC=C2)C=C1 4-methyl-N-phenyl-aniline